(2S,3R)-3-(acetamidomethyl)-2-amino-6-boronohexanoic Acid C(C)(=O)NC[C@H]([C@@H](C(=O)O)N)CCCB(O)O